methacryloyl-propyl-triethoxysilane C(C(=C)C)(=O)C(C)O[Si](OCC)(OCC)CCC